1,1'-(((2,2'-dichloro-[1,1'-biphenyl]-3,3'-diyl)bis(3-methyl-1-oxopyrrolo[1,2-a]pyrazin-7,2(1H)-diyl))bis(ethane-2,1-diyl))bis(pyrrolidine-3-carboxylic acid) ClC1=C(C=CC=C1C=1C=C2N(C=C(N(C2=O)CCN2CC(CC2)C(=O)O)C)C1)C1=C(C(=CC=C1)C=1C=C2N(C=C(N(C2=O)CCN2CC(CC2)C(=O)O)C)C1)Cl